C(O[C@@H]1CC[C@H](CC1)NC1=NC=C(C(=N1)C1=CC(=CC=C1)N1C(COCC1)=O)F)(OC1=CC=C(C=C1)[N+](=O)[O-])=O trans-[4-[[5-fluoro-4-[3-(3-oxomorpholin-4-yl)phenyl]pyrimidin-2-yl]amino]cyclohexyl] (4-nitrophenyl) carbonate